N-(4-(6-chloro-4-formylquinolin-2-yl)phenyl)acetamide ClC=1C=C2C(=CC(=NC2=CC1)C1=CC=C(C=C1)NC(C)=O)C=O